tert-butyl 4-(5-(3-bromo-2-methoxyphenyl)oxazol-2-yl)piperazine-1-carboxylate BrC=1C(=C(C=CC1)C1=CN=C(O1)N1CCN(CC1)C(=O)OC(C)(C)C)OC